CC1(OCC[C@H](C1)CCN)C |r| (((R/S)-2,2-dimethyltetrahydro-2H-pyran-4-yl)methyl)methanamine